methoxypropyl phosphorate P(OCCCOC)([O-])([O-])=O